tert-butyl (R,E)-3-((3-(1-(benzyloxy)-3-((tert-butoxycarbonyl)amino)-7-fluoroisoquinolin-8-yl)allyl)oxy)azepane-1-carboxylate C(C1=CC=CC=C1)OC1=NC(=CC2=CC=C(C(=C12)/C=C/CO[C@H]1CN(CCCC1)C(=O)OC(C)(C)C)F)NC(=O)OC(C)(C)C